CC=1SC(=C(N1)C)C(=O)NCC1=NOC(C1)COC1=CC=CC=C1 3-((2,4-dimethylthiazole-5-carboxamido)methyl)-5-(phenoxymethyl)-4,5-dihydroisoxazole